1-(4-benzoyl-3,4-dihydroquinoxalin-1(2H)-yl)-3-(piperidin-1-yl)propan-1-one C(C1=CC=CC=C1)(=O)N1CCN(C2=CC=CC=C12)C(CCN1CCCCC1)=O